The molecule is a diamine that is ergoline in which the beta-hydrogen at position 8 is replaced by a (methylthio)methyl group and the hydrogen attached to the piperidine nitrogen (position 6) is replaced by a propyl group. A dopamine D2 receptor agonist which also has D1 and D2 agonist properties, it is used as the mesylate salt in the management of Parkinson's disease, although it was withdrawn from the U.S. and Canadian markets in 2007 due to an increased risk of cardiac valve dysfunction. It has a role as an antiparkinson drug and a dopamine agonist. It is a diamine, an organic heterotetracyclic compound and a methyl sulfide. It is a conjugate base of a pergolide(1+). CCCN1C[C@@H](C[C@H]2[C@H]1CC3=CNC4=CC=CC2=C34)CSC